C1=C(C=CC=2OC3=C(C21)C=CC=C3)[C@@H](C)NC3=CN=C(N(C3=O)CC(=O)OC(C)(C)C)C3=CC=C(C=C3)O[C@H]3[C@@H]2[C@H](OC3)[C@@H](CO2)O Tert-butyl 2-(5-(((R)-1-(dibenzo[b,d]furan-2-yl)ethyl)amino)-2-(4-(((3R,3aR,6R,6aR)-6-hydroxyhexahydrofuro[3,2-b]furan-3-yl)oxy)phenyl)-6-oxopyrimidin-1(6H)-yl)acetate